FC1=CC(=C(C=C1)C=CC(=O)N1C(OCC1C(C)C)=O)C(F)(F)F 3-(3-(4-fluoro-2-(trifluoromethyl)phenyl)acryloyl)-4-isopropyloxazolidin-2-one